COC(C1=C(C=C(C(=C1)F)C1=CC=CC=2CN(COC21)C(C2=C(C=C(C=C2Cl)F)Cl)=O)N2CC1CCC(C2)O1)=O 4-[3-(2,6-Dichloro-4-fluorobenzoyl)-2,4-dihydro-1,3-benzoxazin-8-yl]-5-fluoro-2-(8-oxa-3-azabicyclo[3.2.1]oct-3-yl)benzoic acid methyl ester